N[C@@H]1C2=CC=CC=C2CC12CCN(CC2)C2=NC(=C1C(=N2)NN=C1C1=C(C(=CC=C1)Cl)Cl)C(=O)O (S)-6-(1-amino-1,3-dihydrospiro[indene-2,4'-piperidine]-1'-yl)-3-(2,3-dichlorophenyl)-1H-pyrazolo[3,4-d]pyrimidine-4-carboxylic acid